3-({[(3R)-1-(tert-butoxycarbonyl)piperidin-3-yl]carbonyl}amino)-5-(2-chloro-5-cyanophenyl)-1H-indazole-1-carboxylic acid hexyl ester C(CCCCC)OC(=O)N1N=C(C2=CC(=CC=C12)C1=C(C=CC(=C1)C#N)Cl)NC(=O)[C@H]1CN(CCC1)C(=O)OC(C)(C)C